propane-1,1,3-tricarboxylate C(CCC(=O)[O-])(C(=O)[O-])C(=O)[O-]